NC1=NN2C(C=C(C=C2)C=2C(=C(OCCC(C(O)C3=CC=C(C=C3)F)F)C(=CC2)F)F)=N1 4-(3-(2-amino-[1,2,4]triazolo-[1,5-a]pyridin-7-yl)-2,6-difluorophenoxy)-2-fluoro-1-(4-fluorophenyl)butan-1-ol